C1(CC1)C1=NC(=CC=C1S(=O)(=O)Cl)C(F)F 2-cyclopropyl-6-(difluoromethyl)pyridine-3-sulfonyl chloride